5-(9-([1,4'-bipiperidin]-4-yl)-2,9-diazaspiro[5.5]undecan-2-yl)-2-(2,6-Dioxopiperidin-3-yl)isoindoline-1,3-dione N1(CCC(CC1)N1CCC2(CCCN(C2)C=2C=C3C(N(C(C3=CC2)=O)C2C(NC(CC2)=O)=O)=O)CC1)C1CCNCC1